FC1=C(C=C(C=C1)C(C(=O)N)=C)OC1=CC=CC=2N1N=C(N2)NC=2C=NN(C2)C (4-fluoro-3-(2-(1-methyl-1H-pyrazol-4-ylamino)-[1,2,4]triazolo[1,5-a]pyridin-5-yloxy)phenyl)acrylamide